O1OCC1 1,2-Dioxetan